C(C)OC(CC(C)OC(\C=C\C(=O)O)=O)=O fumaric acid mono-(4-ethoxy-4-oxo-butan-2-yl)ester